FC=1C=C(C=NC1)OC=1C=C(CN2CCN(CC2)C(=O)N2N=C(C=C2)C(=O)O)C=CC1 1-(4-(3-((5-fluoropyridin-3-yl)oxy)benzyl)piperazine-1-carbonyl)-1H-pyrazole-3-carboxylic acid